C1(CC1)C1=C(C=CC=C1F)C1=C(C=CC(=C1)C(C(=O)NS(=O)(=O)C)(C)C)O[C@H]1C[C@@H](CC1)NC([C@H]1N(CC(C1)(C)C)C)=O N-{(1R,3R)-3-[(2'-cyclopropyl-3'-fluoro-5-{1-[(methanesulfonyl)amino]-2-methyl-1-oxopropan-2-yl}[1,1'-biphenyl]-2-yl)oxy]cyclopentyl}-1,4,4-trimethyl-L-prolinamide